FC(COC=1OC=2C=CC3=C(C2C(C1)=O)C=CC=C3)(F)F 3-(2,2,2-trifluoroethoxy)-1H-benzo[f]chromen-1-one